FC1=C2C(=NC(NC2=CC=C1)=O)N1CCOCC2=C1C=CC=C2C#CC(C#N)(C)C 4-(1-(5-fluoro-2-oxo-1,2-dihydroquinazolin-4-yl)-1,2,3,5-tetrahydrobenzo[e][1,4]oxazepin-6-yl)-2,2-dimethylbut-3-ynenitrile